[N-]=C=O.C(C)C=1C(=O)CC(CC1C)(C)C ethyl-isophorone isocyanate